2-Hydrazino-6-methoxy-1,3-benzothiazole N(N)C=1SC2=C(N1)C=CC(=C2)OC